3,7,11,15-tetramethyl-hexadecanol CC(CCO)CCCC(CCCC(CCCC(C)C)C)C